1-methylpyrrol-3,4-dicarboxylate CN1C=C(C(=C1)C(=O)[O-])C(=O)[O-]